[I-].C[NH+]1CN(C2=C1C=CC=C2)C 1,3-dimethyl-1H-benzimidazolium iodide